OC1CN(C1)C=1C=C2CN(C(C2=CC1)=O)C1C(NC(CC1)=O)=O 3-[5-(3-hydroxyazetidin-1-yl)-1-oxo-isoindolin-2-yl]piperidine-2,6-dione